C1(CCC1)OC(C(=C)C)=O cyclobutylmethacrylate